F[C@H]1[C@H](O[C@H]([C@@H]1O)CO)N1C(NC(C(=C1)C)=O)=O 1-((2S,3R,4S,5S)-3-fluoro-4-hydroxy-5-(hydroxymethyl)tetrahydrofuran-2-yl)-5-methylpyrimidine-2,4(1H,3H)-dione